5-bromo-2-(4,4-difluoroazepan-1-yl)-4-methylnicotinic acid BrC=1C=NC(=C(C(=O)O)C1C)N1CCC(CCC1)(F)F